C[Si](OC(C)=O)(OC(C)=O)C dimethyl-Diacetoxysilane